C1CCC2(CC1)OCC(O2)CN=C(N)N.C1CCC2(CC1)OCC(O2)CN=C(N)N.OS(=O)(=O)O The molecule is a sulfate salt resulting from the reaction of 2 eq. guanadrel with 1 eq. sulfuric acid. A postganglionic adrenergic blocking agent formerly used for the management of hypertension, it has been largely superseded by other drugs less likely to cause orthostatic hypotension (dizzy spells on standing up or stretching). It has a role as an adrenergic antagonist and an antihypertensive agent. It contains a guanadrel(1+).